dichloro(pentamethylcyclopentadienyl)rhodium dichloride Cl[Rh](C1(C(=C(C(=C1C)C)C)C)C)(Cl)(Cl)Cl